(2R,4S)-1-(tert-butoxycarbonyl)-4-phenoxypyrrolidine-2-carboxylic acid C(C)(C)(C)OC(=O)N1[C@H](C[C@@H](C1)OC1=CC=CC=C1)C(=O)O